N-[7-(2,5-Dihydrofuran-3-yl)-4-methoxy-[1,3]thiazolo[4,5-c]pyridin-2-yl]-7-oxa-2-azaspiro[4.5]decan-2-carboxamid O1CC(=CC1)C=1C2=C(C(=NC1)OC)N=C(S2)NC(=O)N2CC1(CC2)COCCC1